C(#N)[C@@H]1C[C@@]2(CN1C([C@H](CC(C)C)N(C(=O)C=1NC3=CC(=CC(=C3C1)F)F)C)=O)C(NC1=C(O2)C=CC=C1)=O N-((S)-1-((2R,5'S)-5'-cyano-3-oxo-3,4-dihydrospiro[benzo[b][1,4]oxazine-2,3'-pyrrolidin]-1'-yl)-4-methyl-1-oxopentan-2-yl)-4,6-difluoro-N-methyl-1H-indole-2-carboxamide